CC1=C(C=CC(=C1)C)N=S(=O)=O methyl-(p-methylphenyl)iminosulfone